1-(4-(3-(pyrazin-2-yloxy)benzyl)piperazine-1-carbonyl)-1H-pyrazole-3-carboxylic acid N1=C(C=NC=C1)OC=1C=C(CN2CCN(CC2)C(=O)N2N=C(C=C2)C(=O)O)C=CC1